5-fluoro-1-hydroxy-1,3-dihydrobenzo[c][1,2]oxaborole-6-carboxylic acid FC1=CC2=C(B(OC2)O)C=C1C(=O)O